C(CC)C=1SC=CN1 propylthiazole